2-methyl-4-(5-(trifluoromethyl)-5-(3,4,5-trifluorophenyl)-4,5-dihydro-isoxazol-3-yl)benzoic acid CC1=C(C(=O)O)C=CC(=C1)C1=NOC(C1)(C1=CC(=C(C(=C1)F)F)F)C(F)(F)F